[Si](C)(C)(C(C)(C)C)OCC1CCC(CC1)C1=NN=C(N1COCC[Si](C)(C)C)C 3-(4-(((tert-Butyldimethylsilyl)oxy)methyl)cyclohexyl)-5-methyl-4-((2-(trimethylsilyl)ethoxy)methyl)-4H-1,2,4-triazole